C(=O)(O)C1CCC(=O)O1 γ-carboxy-γ-butyrolactone